N-(oxetan-3-yl)propionamide O1CC(C1)NC(CC)=O